2,3,7,8,12,13,17,18-octabromoporphyrin cobalt(II) [Co+2].BrC1=C2NC(=C1Br)C=C1C(=C(C(=N1)C=C1C(=C(C(N1)=CC=1C(=C(C(N1)=C2)Br)Br)Br)Br)Br)Br